COC([C@@H](O)C)=O methyl-(S)-lactate